C(CC(C)C)NC(=O)N1C=NC2=C1C=CC=C2N2C[C@@H](OCC2)C(C)C (S)-N-iso-Pentyl-4-(2-iso-propylmorpholino)-1H-benzo[d]imidazole-1-carboxamide